(4S)-4-aminopyrrolidin-2-one hydrochloride Cl.N[C@H]1CC(NC1)=O